6-(4-fluorophenyl)-4-hydroxy-2-oxo-1-(2-(pyrrolidin-1-yl)ethyl)-N-(spiro[2.3]hexan-5-yl)-1,2-dihydro-1,8-naphthyridine-3-carboxamide FC1=CC=C(C=C1)C=1C=C2C(=C(C(N(C2=NC1)CCN1CCCC1)=O)C(=O)NC1CC2(CC2)C1)O